BrC1=CC=CC=2C=3N(C(=NC12)N[C@H](C)C(=O)O)N=C(N3)C=3C=NN(C3)C N-[7-bromo-2-(1-methyl-1H-pyrazol-4-yl)[1,2,4]triazolo[1,5-c]quinazolin-5-yl]-D-alanine